C(C)(C)(C)C1CCC(CC1)OC=1C=C2C=CC(=CC2=CC1)CN1CCC(CC1)C1=CC=CC=C1 1-[6-(4-tert-Butyl-cyclohexyloxy)-naphthalen-2-ylmethyl]-4-phenyl-piperidin